C1(CC1)NC=1C2=C(N=C(N1)NC1=C(C=C(C=C1)S(=O)(=O)N1CCC(CC1)N1CCOCC1)OC)NC=C2 N4-cyclopropyl-N2-(2-methoxy-4-((4-morpholino-piperidin-1-yl)sulfonyl)phenyl)-7H-pyrrolo[2,3-d]pyrimidine-2,4-diamine